3-((3-(5-(pyrimidin-4-yl)-4H-1,2,4-triazol-3-yl)tetrahydrofuran-3-yl)amino)benzoic acid N1=CN=C(C=C1)C=1NC(=NN1)C1(COCC1)NC=1C=C(C(=O)O)C=CC1